tert-butyl (2R)-2-[4-(2-cyanoacetyl)-3-methoxy-phenyl]morpholine-4-carboxylate C(#N)CC(=O)C1=C(C=C(C=C1)[C@@H]1CN(CCO1)C(=O)OC(C)(C)C)OC